C[C@H]1N([C@@H](COC1)C)C(=O)C1=C(C=CC(=C1)F)C=1C=2N(C=C(C1)C1CN(C1)CC1CCC(CC1)NS(=O)(=O)CC)C(=NC2F)C N-[(1s,4s)-4-{[3-(8-{2-[(3R,5R)-3,5-dimethylmorpholine-4-carbonyl]-4-fluorophenyl}-1-fluoro-3-methylimidazo[1,5-a]pyridin-6-yl)azetidin-1-yl]methyl}cyclohexyl]ethane-1-sulfonamide